CCCCCCCCCCCCCCCCCCCCCC(CC(=O)O)O The molecule is a 3-hydroxy fatty acid that is the 3-hydroxy derivative of tetracosanoic (lignoceric) acid. It derives from a tetracosanoic acid.